BrC=1C(=C(C(=O)O)C=CC1)CC bromo-2-ethylbenzoic acid